C1([N+](=O)[O-])=C([O-])C([N+](=O)[O-])=CC([N+](=O)[O-])=C1[O-].[Ca+2] Calcium Styphnat